pentamethyl-cyclopentadienyl-carbonyl-diiodocobaltous chloride CC1=C(C(=C(C1(C(=O)[Co-](I)(I)Cl)C)C)C)C